NC1=NC=CC(=N1)C1=C(C=2C(NCCC2N1)=O)NC1=C(C(=CC=C1)Cl)OCC 2-(2-aminopyrimidin-4-yl)-3-[(3-chloro-2-ethoxyphenyl)amino]-1H,5H,6H,7H-pyrrolo[3,2-C]pyridin-4-one